C[Si](N(C(C)=O)C)(N(C(C)=O)C)C=C methyl-vinyl-bis(N-methyl-acetamido)silane